[Pt+2].CC1=NC=CC=C1 [2-methylpyridine] platinum (II)